FC1=CC=C(C=C1)C1=NC(=CC=C1C1=CC=C(C=C1)C)C1=CC=C(C=C1)C 2-(4-fluorophenyl)-3,6-bis(4-methylphenyl)-pyridine